(2-fluoro-4-iodoanilino)-6-oxopyridine-3-carboxylate FC1=C(NC=2NC(C=CC2C(=O)[O-])=O)C=CC(=C1)I